2,5-dichlorobenzenethiol ClC1=C(C=C(C=C1)Cl)S